CC1CN(CC=C1C1=C2C(=NC(=C1)NC(=O)C1CC1)NC=C2)C(CC=2SC=CC2)=O N-(4-(3-methyl-1-(2-(thiophen-2-yl)acetyl)-1,2,3,6-tetrahydropyridin-4-yl)-1H-pyrrolo[2,3-b]pyridin-6-yl)cyclopropylcarboxamide